N-Acryloyl-2-methylpiperidine C(C=C)(=O)N1C(CCCC1)C